(4-((dimethylamino)methyl)-5-hydroxy-2-(4-methoxyphenyl)-1-phenyl-1H-indole-3-carbonyl)-3H-spiro[isobenzofuran-1,4'-piperidin]-3-one CN(C)CC1=C2C(=C(N(C2=CC=C1O)C1=CC=CC=C1)C1=CC=C(C=C1)OC)C(=O)N1CCC2(CC1)OC(C1=CC=CC=C12)=O